COC1=CC=C2C=CC=C(C2=C1)CC(C)N 1-(7-methoxynaphthalen-1-yl)propan-2-amine